1-(2-(5-(4-(2-methoxyethyl)phenyl)-1H-imidazol-2-yl)piperidin-1-yl)-2-(methyl-thio)propan-1-one COCCC1=CC=C(C=C1)C1=CN=C(N1)C1N(CCCC1)C(C(C)SC)=O